5-Amino-N-(3-chloro-4-fluoro-phenyl)-1-methyl-3-[3-(1-methylimidazol-4-yl)cyclopentyl]pyrazole-4-carboxamide NC1=C(C(=NN1C)C1CC(CC1)C=1N=CN(C1)C)C(=O)NC1=CC(=C(C=C1)F)Cl